1-{4-[7-[1-(4-Ethoxy-phenyl)-ethylamino]-1-(1-ethyl-propyl)-1H-pyrazolo[4,3-d]pyrimidin-5-yl]-piperazin-1-yl}-ethanon C(C)OC1=CC=C(C=C1)C(C)NC=1C2=C(N=C(N1)N1CCN(CC1)C(C)=O)C=NN2C(CC)CC